BrC1=CC(=C2C(N(C(C2=C1)=O)CC1=NC=C(C=C1)Cl)(O[C@@H]1COCC1)C1=CC=C(C=C1)Cl)F 6-bromo-3-(4-chlorophenyl)-2-((5-chloropyridin-2-yl)methyl)-4-fluoro-3-(((S)-tetrahydrofuran-3-yl)oxy)isoindolin-1-one